BrC=1C(=CC=2N(C3=CC=CC=C3C2C1)C1=NC=CC(=C1)C(C)(C)C)OC 3-bromo-9-(4-(tert-butyl)pyridin-2-yl)-2-methoxy-9H-carbazole